(S)-2-amino-2-(4-bromophenyl)acetic acid N[C@H](C(=O)O)C1=CC=C(C=C1)Br